Cl.N1CCC(CC1)C(C#N)CC 2-(piperidin-4-yl)butanenitrile hydrogen chloride